COC(C1=C(C=CC(=C1)F)NC(C)C=1C=C(C=C2C(C=C(OC12)SCC)=O)C)=O 2-((1-(2-(ethylsulfanyl)-6-methyl-4-oxo-4H-chromen-8-yl)ethyl)amino)-5-fluorobenzoic acid methyl ester